N-(4-(N-cyclopentyl-N-((1-ethyl-1,2,3,4-tetrahydroquinolin-6-yl)methyl)sulfamoyl)-phenyl)propanamide C1(CCCC1)N(S(=O)(=O)C1=CC=C(C=C1)NC(CC)=O)CC=1C=C2CCCN(C2=CC1)CC